F.F.F.C(C)N(CC)CC Triethylamine Trihydrofluoric acid salt